5-amino-6-(5-methyl-1H-indazol-4-yl)-2-(2-(methylsulfonylamino)pyridin-3-yl)pyrimidine-4-carboxamide tert-butyl-(2-(2-(3-cyano-5-fluorobenzyl)-4-fluorophenoxy)ethyl)carbamate C(C)(C)(C)N(C(O)=O)CCOC1=C(C=C(C=C1)F)CC1=CC(=CC(=C1)F)C#N.NC=1C(=NC(=NC1C1=C2C=NNC2=CC=C1C)C=1C(=NC=CC1)NS(=O)(=O)C)C(=O)N